C(CCCCCCCC=CC=CC=C\C=C\CC)(=O)O 15E-octadeca-9,11,13,15-tetraenoic acid